(2-(2,2,2-trifluoroethoxy)pyrimidin-4-yl)methylamine hydrochloride Cl.FC(COC1=NC=CC(=N1)CN)(F)F